CC=1C(=CSC1)C1(CC1)C#N 1-(4-methylthiophen-3-yl)cyclopropanecarbonitrile